ClC1=C(C=C(C=C1)C1=CN(C2=NC(=CC=C21)C(=O)N2C(C(NCC2)=O)(C)C)CCN2C(CCC2)=O)F 4-(3-(4-chloro-3-fluorophenyl)-1-(2-(2-oxopyrrolidin-1-yl)ethyl)-1H-pyrrolo[2,3-b]pyridine-6-carbonyl)-3,3-dimethylpiperazin-2-one